N1,N1-dimethyl-N4-(3-(piperidin-1-yl)phenyl)benzene-1,4-disulfonamide CN(S(=O)(=O)C1=CC=C(C=C1)S(=O)(=O)NC1=CC(=CC=C1)N1CCCCC1)C